tert-butyl-4-((6-chloro-5-isopropylpyridazin-3-yl)oxy)piperidine C(C)(C)(C)N1CCC(CC1)OC=1N=NC(=C(C1)C(C)C)Cl